C(C)(C)(C)OC(=O)N1CC2(C(O2)C2=CC=C(C=C2)Br)C1 2-(4-bromophenyl)-1-oxa-5-azaspiro[2.3]hexane-5-carboxylic acid tert-butyl ester